N[C@H]1CN(CCC1)C(=O)C=1C=C2C=3N(CCN(C3C1)S(=O)(=O)C)C(=N2)C=2N(C1=CC=CC=C1C2)CC2CC2 (R)-(3-aminopiperidin-1-yl)(2-(1-(cyclopropylmethyl)-1H-indol-2-yl)-6-(methylsulfonyl)-5,6-dihydro-4H-imidazo[1,5,4-de]quinoxalin-8-yl)methanone